FC(C(=O)O)(F)F.O=C1N(C(C=C1)=O)CCCC(=O)NN 4-(2,5-Dioxo-2,5-dihydro-1H-pyrrol-1-yl)butanehydrazide trifluoroacetic acid salt